FC(C=1C=C(C=C(C1)C(F)(F)F)OC=1C=C2C(C(=CN(C2=CC1)C)C(=O)O)=O)(F)F 6-(((3,5-bis(trifluoromethyl)phenyl))oxy)-1-methyl-4-oxo-1,4-dihydroquinoline-3-carboxylic acid